bis[1,3-bis(trimethylsilyl)cyclopentadienyl]zirconium dichloride [Cl-].[Cl-].C[Si](C1(C=C(C=C1)[Si](C)(C)C)[Zr+2]C1(C=C(C=C1)[Si](C)(C)C)[Si](C)(C)C)(C)C